7-(7-fluoroimidazo[1,2-a]pyridin-3-yl)-4-(4-(piperidin-2-yl)thiazol-2-yl)isoquinolin-1-amine FC1=CC=2N(C=C1)C(=CN2)C2=CC=C1C(=CN=C(C1=C2)N)C=2SC=C(N2)C2NCCCC2